N-[3-(3-chloro-2-methylphenyl)pyrrolidin-3-yl]-2-methoxyquinolin-7-amine ClC=1C(=C(C=CC1)C1(CNCC1)NC1=CC=C2C=CC(=NC2=C1)OC)C